2-(2'-hydroxy-3',5'-di-t-butylphenyl)-benzotriazole OC1=C(C=C(C=C1C(C)(C)C)C(C)(C)C)N1N=C2C(=N1)C=CC=C2